O.NN=CNCCCC(C(=O)N1C(CC(CC1)C)C(=O)O)NS(=O)(=O)C=1C=CC=C2CC(CNC12)C 1-[5-[(aminoiminomethyl)amino]-1-oxo-2-[[(1,2,3,4-tetrahydro-3-methyl-8-quinolinyl)sulfonyl]amino]pentyl]-4-methyl-2-piperidinecarboxylic acid, monohydrate